tert-butyl ((1r,4r)-4-(4-cyano-3-methoxyphenoxy)cyclohexyl)carbamate C(#N)C1=C(C=C(OC2CCC(CC2)NC(OC(C)(C)C)=O)C=C1)OC